2-((S)-3-((S)-sec-butyl)-7-chloro-2-oxo-5-phenyl-2,3-dihydro-1H-benzo[e][1,4]diazepin-1-yl)acetonitrile [C@H](C)(CC)[C@@H]1N=C(C2=C(N(C1=O)CC#N)C=CC(=C2)Cl)C2=CC=CC=C2